C(C=C)(=O)N1[C@H](CN(CC1)C1=NC(=NC2=CC(=CC=C12)C1=CC=CC2=C1C=CS2)OC[C@H]2N(CCC2)C)CC#N 2-((S)-1-acryloyl-4-(7-(benzothien-4-yl)-2-(((S)-1-methylpyrrolidin-2-yl)methoxy)quinazolin-4-yl)piperazin-2-yl)acetonitrile